octyl-4-biphenyl-carbonitrile C(CCCCCCC)C1=C(C=CC(=C1)C#N)C1=CC=CC=C1